OC1=CC=C(C=C1)C1=CC(=NN1)NC=1C=CC2=C(OCC(N2)=O)C1 7-((5-(4-hydroxyphenyl)-1H-pyrazol-3-yl)amino)-2H-benzo[b][1,4]oxazin-3(4H)-one